(R)-6-(6-chloro-4-(1-(methylsulfonyl)-4-(3-phenylpropioloyl)piperazin-2-yl)pyridin-2-yl)-N-methyl-pyrimidine-4-carboxamide ClC1=CC(=CC(=N1)C1=CC(=NC=N1)C(=O)NC)[C@H]1N(CCN(C1)C(C#CC1=CC=CC=C1)=O)S(=O)(=O)C